C(CC(=O)[O-])(=O)OC(C)(CCCCCCCC)C(C)(C)C.[K+] potassium 2-(tert-butyl)-2-decyl malonate